butyl 6-(4-cyclopropylbenzyl)-2-azaspiro[3.4]octane-2-carboxylate C1(CC1)C1=CC=C(CC2CC3(CN(C3)C(=O)OCCCC)CC2)C=C1